(2s,4r)-(4-(2H-indazol-2-yl)-1-((5-methoxy-7-methyl-1H-indol-4-yl)methyl)piperidin-2-yl)benzoic acid N=1N(C=C2C=CC=CC12)[C@H]1C[C@H](N(CC1)CC1=C2C=CNC2=C(C=C1OC)C)C1=C(C(=O)O)C=CC=C1